(4Ar,12bR)-8-hexyl-2,5,5-trimethyl-1,4,4a,8,9,10,11,12b-octahydronaphtho[3,2-c]isochromen-12-ol C(CCCCC)C1C2=CC=3OC([C@@H]4CC=C(C[C@H]4C3C(=C2CCC1)O)C)(C)C